N-(4-iodobenzyl)-1-(2-(p-tolyl)-2H-pyrazolo[3,4-d]pyrimidin-4-yl)piperidine-3-carboxamide IC1=CC=C(CNC(=O)C2CN(CCC2)C=2C=3C(N=CN2)=NN(C3)C3=CC=C(C=C3)C)C=C1